N-(6-(5-chloro-6-fluoro-7-(1-methyl-1H-pyrrol-2-yl)-1H-indazol-4-yl)imidazo[1,2-a]pyridin-2-yl)-2-fluorocyclopropane-1-carboxamide ClC=1C(=C2C=NNC2=C(C1F)C=1N(C=CC1)C)C=1C=CC=2N(C1)C=C(N2)NC(=O)C2C(C2)F